4-((difluoromethyl)sulfonyl)-N-(3-(trimethylsilyl)prop-2-yn-1-yl)-2,3-dihydrobenzofuran-7-amine FC(S(=O)(=O)C1=CC=C(C2=C1CCO2)NCC#C[Si](C)(C)C)F